3-amino-6-chloro-5-(1,3-Oxazol-2-yl)pyrazine-2-carboxylic acid methyl ester COC(=O)C1=NC(=C(N=C1N)C=1OC=CN1)Cl